C(C)(C)N1C(=NC(=C1)C(F)(F)F)C=1SC(=CN1)C=O 2-(1-isopropyl-4-(trifluoromethyl)-1H-imidazol-2-yl)thiazole-5-carbaldehyde